methyl ((1-((2-(3,5-dichlorophenyl)-6-((5-(4-methylpiperazin-1-yl)pyrazin-2-yl)oxy)pyridin-4-yl)methyl)piperidin-4-yl)methyl)carbamate ClC=1C=C(C=C(C1)Cl)C1=NC(=CC(=C1)CN1CCC(CC1)CNC(OC)=O)OC1=NC=C(N=C1)N1CCN(CC1)C